1-(2-(6,7-Dichloro-3-(thiazol-2-ylamino)-9H-carbazol-1-yl)ethyl)guanidine ClC=1C=C2C=3C=C(C=C(C3NC2=CC1Cl)CCNC(=N)N)NC=1SC=CN1